C(C)OC=1C=C(C=2N(C1)N=C1C2C=NN1)C=1C=CC(=NC1)N1CCN(C2(CC2)C1)C(=O)OC(C)(C)C tert-butyl 7-(5-(6-ethoxy-1H-pyrazolo[3',4':3,4]pyrazolo[1,5-a]pyridin-4-yl)pyridin-2-yl)-4,7-diazaspiro[2.5]octane-4-carboxylate